tert-butyl 4-((2-amino-6-bromophenyl)ethynyl)piperidine-1-carboxylate NC1=C(C(=CC=C1)Br)C#CC1CCN(CC1)C(=O)OC(C)(C)C